1-(4-fluorophenyl)-5-((4-hydroxy-1-(pyrimidin-2-yl)piperidin-4-yl)methyl)-1,5-dihydro-4H-pyrazolo[3,4-d]pyrimidin-4-one FC1=CC=C(C=C1)N1N=CC2=C1N=CN(C2=O)CC2(CCN(CC2)C2=NC=CC=N2)O